1-(2-hydroxy-4,6-dimethylphenyl)ethanone OC1=C(C(=CC(=C1)C)C)C(C)=O